N1(CCCCC1)C(C(=O)NC=1N=CC2=CC=C(C=C2C1)C1=CN=CS1)C 2-(piperidin-1-yl)-N-(6-(thiazol-5-yl)isoquinolin-3-yl)propanamide